6-Bromo-5-methoxyquinoline BrC=1C(=C2C=CC=NC2=CC1)OC